(R)-2-[(1-acetyl-6-methoxyindol-5-yl)amino]-8-cyclopentyl-7-ethyl-5-methyl-7,8-dihydropterin C(C)(=O)N1C=CC2=CC(=C(C=C12)OC)N[C@@]1(NC=2N(C(CN(C2C(N1)=O)C)CC)C1CCCC1)N